(Sa)-6-(4-Methoxy-1-(4-(6-methoxypyridin-2-yl)benzyl)-1H-pyrrolo[3,2-c]pyridin-7-carboxamido)spiro[3.3]heptan COC1=NC=C(C2=C1C=CN2CC2=CC=C(C=C2)C2=NC(=CC=C2)OC)C(=O)NC2CC1(CCC1)C2